9,9-dimethyl-9H-fluorene-2-yl-amine CC1(C2=CC=CC=C2C=2C=CC(=CC12)N)C